P(=O)(OCOC1=CC(=C(C(=C1)Cl)CC1=NNC(C(=C1)C(C)C)=O)Cl)(OCC)OCC ((3,5-dichloro-4-((5-isopropyl-6-oxo-1,6-dihydropyridazin-3-yl) methyl) phenoxy) methyl) diethyl phosphate